BrC1=C(C=C2C(=N1)N=C(N2COCC[Si](C)(C)C)Cl)F 5-bromo-2-chloro-6-fluoro-1-((2-(trimethylsilyl)ethoxy)methyl)-1H-imidazo[4,5-b]pyridine